C(CCCCCCCC(C(CCCCCC)[3H])[3H])(=O)[O-] [9,10-3H]palmitate